OC[C@@H]1N(CCC1)C(CC1=CC=C(C=C1)NC(=O)NCC1=CC=C(C=C1)Cl)=O [(4-{2-[(2R)-2-(hydroxymethyl)pyrrolidinyl]-2-oxoethyl}phenyl)amino]-N-[(4-chlorophenyl)methyl]carboxamide